C(C)(C)(C)OC(=O)N1CC=2C(=NN3C2C(N(C[C@@H](C3)C3=NNC=C3)C)=O)C[C@H]1C (3R,8S)-tert-butyl-3,10-dimethyl-11-oxo-8-(1H-pyrazol-3-yl)-3,4,8,9,10,11-hexahydro-1H-pyrido-[4',3':3,4]pyrazolo[1,5-a][1,4]diazepine-2(7H)-carboxylate